3-tert-butylsulfonylthiotetrahydrothiophene-1,1-dioxide C(C)(C)(C)S(=O)(=O)SC1CS(CC1)(=O)=O